N-[(1R)-1-[3-(difluoromethyl)-2-fluoro-phenyl]ethyl]-6-(1,1-dioxo-3,6-dihydro-2H-thiopyran-4-yl)-7-methoxy-2-methyl-quinazolin-4-amine FC(C=1C(=C(C=CC1)[C@@H](C)NC1=NC(=NC2=CC(=C(C=C12)C=1CCS(CC1)(=O)=O)OC)C)F)F